S1CCCC1 tetrahydrothiophen